methyl 3-(4-chloro-1-propyl-1H-pyrazol-5-yl)-5-fluorobenzoate ClC=1C=NN(C1C=1C=C(C(=O)OC)C=C(C1)F)CCC